C(C)OC([C@H](C)N(C)C(=O)Cl)=O (2S)-2-[chlorocarbonyl-(methyl)amino]propionic acid ethyl ester